3,3-dimethoxycyclobutanecarboxylic acid COC1(CC(C1)C(=O)O)OC